Phenylbis(2,4,6-trimethylbenzoyl)phosphine Oxide C1(=CC=CC=C1)P(C(C1=C(C=C(C=C1C)C)C)=O)(C(C1=C(C=C(C=C1C)C)C)=O)=O